N-(2,3-Dihydro-1H-isoindol-5-yl)-3-fluoro-4-(1,2,3,6-tetrahydro-pyridin-4-yl)-benzamide C1NCC2=CC(=CC=C12)NC(C1=CC(=C(C=C1)C=1CCNCC1)F)=O